(S)-2-(6-chloro-1-cyclopropoxy-2,7-naphthyridin-4-yl)-1,1,1-trifluoropropan-2-ol ClC=1C=C2C(=CN=C(C2=CN1)OC1CC1)[C@](C(F)(F)F)(C)O